N[C@@H](C)[C@H]1NC(=C2C(=N1)NC=C2)NC(=O)C2=CNCCS2 N-((1S,2S)-1-Amino-2,3-dihydro-ethyl-7H-pyrrolo[2,3-d]pyrimidin-4-yl)-3,4-dihydro-2H-1,4-thiazine-6-carboxamide